ClC=1C=C(C=C(C1\N=N\C1=C(C=NC=C1Cl)Cl)OC)NC(C1=NC=CC=C1)=O (E)-N-(3-Chloro-4-((3,5-dichloropyridin-4-yl)diazenyl)-5-methoxyphenyl)picolinamide